CC1=CC=C(N=N1)OC1=CC2=C(N(C=N2)C2=CC=C(C(=N2)C=2C(=NNC2CC(F)(F)F)C)C(C)O)C=C1 1-[6-[5-(6-methylpyridazin-3-yl)oxybenzimidazol-1-yl]-2-[3-methyl-(2,2,2-trifluoroethyl)pyrazol-4-yl]-3-pyridyl]ethanol